1-Cyclopropyl-1-(pyrazolo[1,5-a]pyridin-5-ylmethyl)-3-(4-(trifluoromethoxy)phenyl)urea C1(CC1)N(C(=O)NC1=CC=C(C=C1)OC(F)(F)F)CC1=CC=2N(C=C1)N=CC2